(2S,4R)-1-((S)-2-amino-3,3-dimethylbutanoyl)-N-((S)-1-(2'-chloro-[1,1'-biphenyl]-4-yl)ethyl)-4-hydroxypyrrolidine-2-carboxamide N[C@H](C(=O)N1[C@@H](C[C@H](C1)O)C(=O)N[C@@H](C)C1=CC=C(C=C1)C1=C(C=CC=C1)Cl)C(C)(C)C